C(C1=CC=CC=C1)OC(=O)NC1CN(CCCC1=C)C(=O)OCC1=CC=CC=C1 benzyl 3-(benzyloxycarbonylamino)-4-methylene-azepane-1-carboxylate